NCCC[Ti](OCC)(OCC)OCC aminopropyltriethoxytitanium